2-(4-((tert-butoxycarbonyl)amino)piperidin-1-yl)acetic acid C(C)(C)(C)OC(=O)NC1CCN(CC1)CC(=O)O